alpha-acetoxy-2-(2-fluorophenyl)styrene C(C)(=O)OC(=C)C1=C(C=CC=C1)C1=C(C=CC=C1)F